tert-butyl N-[4-[3-[[(4S)-8-chlorochroman-4-yl]carbamoyl amino]pyrazol-1-yl]-2-fluoro-phenyl]-N-methyl-carbamate ClC=1C=CC=C2[C@H](CCOC12)NC(=O)NC1=NN(C=C1)C1=CC(=C(C=C1)N(C(OC(C)(C)C)=O)C)F